C(C)(=O)OCC1CCC(CC1)CCC(=O)O 3-[4-(acetoxymethyl)cyclohexyl]propanoic acid